3-amino-spiro[indan-2,4'-piperidine]-5-carbonitrile hydrochloride Cl.NC1C2=CC(=CC=C2CC12CCNCC2)C#N